CC1=C(CS[NH-])C(=CC=C1)C 2,6-dimethylbenzylthioamide